N-(4-(((5-(3-chloro-4-(2-chloroethoxy)-5-cyanophenyl)-5,6,7,8-tetrahydronaphthalen-2-yl)oxy)methyl)pyrimidin-2-yl)methanesulfonamide ClC=1C=C(C=C(C1OCCCl)C#N)C1C=2C=CC(=CC2CCC1)OCC1=NC(=NC=C1)NS(=O)(=O)C